C1(CCCCC1)C=1SC(=C(N1)C1=CC=CC=C1)OC1=CC(=NC=C1)NC1=NC=C(C(=O)O)C=C1 6-((4-((2-cyclohexyl-4-phenylthiazol-5-yl)oxy)pyridin-2-yl)amino)nicotinic acid